6-hydrazinyl-2-naphthalenesulfonic acid hydrochloride Cl.N(N)C=1C=C2C=CC(=CC2=CC1)S(=O)(=O)O